BrC=1C(=NC(=NC1)NC1=CC2=C(N(CCO2)C)C=C1)NC1=C(C=CC=C1)S(=O)(=O)C1CC1 5-bromo-N4-(2-cyclopropylsulfonylphenyl)-N2-(4-methyl-2,3-dihydro-1,4-benzoxazin-7-yl)pyrimidine-2,4-diamine